toluensulfonyl-hydrazine C(C1=CC=CC=C1)S(=O)(=O)NN